O=C1NC(CCC1N1CC2=CC=CC(=C2C1=O)NCCCCN1CCN(CC1)C1CCN(CC1)C1=NC=C(C(=O)N2CCC(CC2)CCCCNC(\C=C\C=2C=NC=CC2)=O)C=C1)=O (E)-N-(4-(1-(6-(4-(4-(4-((2-(2,6-dioxopiperidin-3-yl)-3-oxoisoindolin-4-yl)amino)butyl)piperazin-1-yl)piperidin-1-yl)nicotinoyl)piperidin-4-yl)butyl)-3-(pyridin-3-yl)acrylamide